tetrahydro-2H-pyran-3,4-diyldiacetate O1CC(C(CC1)CC(=O)[O-])CC(=O)[O-]